(2-iodo-4-(trifluoromethyl)phenyl)methanol IC1=C(C=CC(=C1)C(F)(F)F)CO